CN(CCNC(C(=C)C)=O)C N-(2-(dimethylamino)ethyl)methacrylamide